Carboxypyrrole C(=O)(O)C=1NC=CC1